C(C1=CC=CC=C1)C1CCN(CC1)C(CN1CCN(CC1)C1=C2C(NC=N1)=NC=C2)=O 1-(4-benzylpiperidin-1-yl)-2-(4-{1H-pyrrolo[2,3-d]pyrimidin-4-yl}piperazin-1-yl)ethan-1-one